CN(CCNC(OC1=CC=C(C=C1)C1=C(C=C2C(=N1)N(N=C2NC(=O)C=2C=NSC2)CCCC(C)C)Br)=O)C 4-(5-bromo-3-(isothiazole-4-carboxamido)-1-(4-methylpentyl)-1H-pyrazolo[3,4-b]pyridin-6-yl)phenyl (2-(dimethylamino)ethyl)carbamate